COCCNC1=NC=2N(C(=C1)NC1=CC3=C(N(C(N3C)=O)C)C=C1)N=CC2 5-((5-((2-methoxyethyl)amino)pyrazolo[1,5-a]pyrimidin-7-yl)amino)-1,3-dimethyl-1,3-dihydro-2H-benzo[d]imidazol-2-one